FC=1C=C(C=CC1)N1C(=NC(=C1)C1=CC=CC=C1)SCC1=CC=C(C=C1)C(C)C (3-Fluorophenyl)-2-((4-isopropylbenzyl)thio)-4-phenyl-1H-imidazole